methyl (Z)-2-(4-hydroxy-3-(3,4-dichlorophenyl)-2-buten-1-yl)-2-methylbenzoate OC\C(=C/CC1(C(C(=O)OC)C=CC=C1)C)\C1=CC(=C(C=C1)Cl)Cl